N1=C(C=NC=C1)N1CCN(C2=CC=CC=C12)C(=O)NC1CNCC1 4-(pyrazin-2-yl)-N-(pyrrolidin-3-yl)-3,4-dihydroquinoxaline-1(2H)-carboxamide